rac-3-exo-isopropylnorbornan C(C)(C)C1CC2CCC1C2